BrC=1C=CC(=C(C#N)C1)CN1C(NC(C2=C1C=CN2)=O)=S 5-bromo-2-((4-oxo-2-thioxo-2,3,4,5-tetrahydro-1H-pyrrolo[3,2-d]pyrimidin-1-yl)methyl)benzonitrile